5-cyclopropyl-4,7-difluoro-3,3-dimethyl-2-oxoindolin C1(CC1)C=1C(=C2C(C(NC2=C(C1)F)=O)(C)C)F